C(#N)C1=C(OC=2C=C3C(N(C=NC3=CC2)C)=O)C=CC=C1NS(N(C)CC)(=O)=O 6-[2-cyano-3-[[ethyl(methyl)sulfamoyl]amino]phenoxy]-3-methyl-4-oxo-quinazoline